(R)-7-[2-[3-(8-Aminopyrido[3,4-d]pyrimidin-2-yl)phenyl]ethynyl]-5,6-dihydropyrrolo[1,2-a]imidazol-7-ol NC1=NC=CC2=C1N=C(N=C2)C=2C=C(C=CC2)C#C[C@@]2(CCN1C2=NC=C1)O